ClC=1C(=C2C(=NC1C)CN(C2)C(=O)[C@H]2CN(CC2)C=2N=NC=CC2)C (3-Chloro-2,4-dimethyl-5,7-dihydropyrrolo[3,4-b]pyridin-6-yl)-[(3R)-1-pyridazin-3-ylpyrrolidin-3-yl]methanon